C1(CCCCC1)COCCCCO 4-(cyclohexylmethoxy)butan-1-ol